ethyliminotri(dimethylamino)tantalum C(C)N=[Ta](N(C)C)(N(C)C)N(C)C